2-(3-hydroxypiperidin-1-yl)-N-(4-(3-(piperidin-1-yl)cyclobutoxy)phenyl)acetamide OC1CN(CCC1)CC(=O)NC1=CC=C(C=C1)OC1CC(C1)N1CCCCC1